6,7-dimethoxy-4-(1-(sulfamoyl)-[3,4'-bipiperidin]-1'-yl)quinoline ethyl-(E)-4-{[4-(8-chloro-1-methyl-4,5-dihydropyrazolo[3,4-b][1]benzazepin-10(1H)-yl)butyl]amino}but-2-enoate C(C)OC(\C=C\CNCCCCN1C2=C(CCC3=C1C=C(C=C3)Cl)C=NN2C)=O.COC=2C=C3C(=CC=NC3=CC2OC)N2CCC(CC2)C2CN(CCC2)S(N)(=O)=O